N-(3-methoxy-1-methyl-1H-pyrazol-4-yl)-5-methyl-4-(7-nitro-1-{[2-(trimethylsilyl)ethoxy]methyl}-1H-indol-3-yl)pyrimidin-2-amine COC1=NN(C=C1NC1=NC=C(C(=N1)C1=CN(C2=C(C=CC=C12)[N+](=O)[O-])COCC[Si](C)(C)C)C)C